CC1(COC1)COC1=CC=NC2=CC(=C(C=C12)OC(C)C)C(=O)N 4-[(3-methyloxetan-3-yl)methoxy]-6-(prop-2-yloxy)quinoline-7-carboxamide